(S)-tert-butyl 6-(8-(benzo[d]thiazol-2-ylcarbamoyl)-3,4-dihydroisoquinolin-2(1H)-yl)-3-(3-(3-(1-(2-ethoxy-2-oxoethyl)piperidin-3-yl)propoxy)-2-methylphenyl)picolinate S1C(=NC2=C1C=CC=C2)NC(=O)C=2C=CC=C1CCN(CC21)C2=CC=C(C(=N2)C(=O)OC(C)(C)C)C2=C(C(=CC=C2)OCCC[C@H]2CN(CCC2)CC(=O)OCC)C